(2S,7S)-N-[(1S)-1-cyano-2-[4-(3-methyl-2-oxo-1,3-benzoxazol-5-yl)phenyl]ethyl]-7-methoxy-1,4-oxazocane-2-carboxamide C(#N)[C@H](CC1=CC=C(C=C1)C=1C=CC2=C(N(C(O2)=O)C)C1)NC(=O)[C@H]1OC[C@H](CCNC1)OC